C12CC(CC2C1)OC1=C(C=C(C=C1F)NC(=O)C=1N=C(OC1CC(F)(F)F)N1CC(C1)(C)OC)Cl N-(4-(cis-bicyclo[3.1.0]hexan-3-yloxy)-3-chloro-5-fluorophenyl)-2-(3-methoxy-3-methylazetidin-1-yl)-5-(2,2,2-trifluoroethyl)oxazole-4-carboxamide